6-Nitrocoumarin tert-Butyl-N-[4-(3-fluoro-4-hydroxyphenyl)butyl]-N-methylcarbamate C(C)(C)(C)OC(N(C)CCCCC1=CC(=C(C=C1)O)F)=O.[N+](=O)([O-])C=1C=C2C=CC(OC2=CC1)=O